NC=1C2=C(N=CN1)N(C=C2)CC(=O)N2[C@@H](C[C@H](C2)F)C(=O)NCC2=C(C(=CC=C2)Cl)F (2S,4R)-1-(2-(4-amino-7H-pyrrolo[2,3-d]pyrimidin-7-yl)acetyl)-N-(3-chloro-2-fluorobenzyl)-4-fluoropyrrolidine-2-carboxamide